3-(2-hydroxyethyl)-5-(4,4,5,5-tetramethyl-1,3,2-dioxaborolan-2-yl)benzo[d]oxazol-2(3H)-one OCCN1C(OC2=C1C=C(C=C2)B2OC(C(O2)(C)C)(C)C)=O